1-boc-4-bromopiperidine C(=O)(OC(C)(C)C)N1CCC(CC1)Br